C(C)N(C(=O)[C@H]1CN(C)[C@@H]2CC3=CNC4=CC=CC(C2C1)=C34)CC dihydrolysergic acid diethylamide